(4-(3-chlorophenyl)-3-methylpiperazin-1-yl)(naphthalen-1-yl)methanone ClC=1C=C(C=CC1)N1C(CN(CC1)C(=O)C1=CC=CC2=CC=CC=C12)C